tert-butyl 4-[4-(2,6-dibenzyloxy-3-pyridyl)-2,6-difluoro-phenyl]piperazine-1-carboxylate C(C1=CC=CC=C1)OC1=NC(=CC=C1C1=CC(=C(C(=C1)F)N1CCN(CC1)C(=O)OC(C)(C)C)F)OCC1=CC=CC=C1